3-(4-(4-aminopiperidin-1-yl)phenyl)piperidine-2,6-dione trihydrochloride Cl.Cl.Cl.NC1CCN(CC1)C1=CC=C(C=C1)C1C(NC(CC1)=O)=O